tert-butyl 2-((3-(4-butylbenzyl)-1,2,4-oxadiazol-5-yl)methyl)acrylate C(CCC)C1=CC=C(CC2=NOC(=N2)CC(C(=O)OC(C)(C)C)=C)C=C1